(2S,4R)-N-[(S)-[5-(3,3-difluorocyclobutyl)-6-fluoropyridin-2-yl](phenyl)methyl]-4-fluoro-1-[2-(2-oxo-1,2-dihydropyridin-3-yl)acetyl]pyrrolidine-2-carboxamide FC1(CC(C1)C=1C=CC(=NC1F)[C@@H](NC(=O)[C@H]1N(C[C@@H](C1)F)C(CC=1C(NC=CC1)=O)=O)C1=CC=CC=C1)F